3-(3-bromo-2,6-dichlorophenyl)piperidine BrC=1C(=C(C(=CC1)Cl)C1CNCCC1)Cl